O.O.C([C@H](O)[C@@H](O)C(=O)O)(=O)O.C1(CCCC1)[C@@H](CC#N)NN (R)-3-cyclopentyl-3-hydrazinylpropanenitrile L-tartaric acid salt di-hydrate